IC=1C(C(=C(C(C1I)=O)C#N)C#N)=O 2,3-diiodo-5,6-dicyano-1,4-benzoquinone